tert-butyl 3-[methoxy(1H-pyrrolo[2,3-c]pyridin-3-yl)methyl]pyrrolidine-1-carboxylate COC(C1CN(CC1)C(=O)OC(C)(C)C)C1=CNC2=CN=CC=C21